2-amino-N-((2S)-2-cyclopropylpropyl)-3-methyl-N-((5-(trifluoromethyl)-2-pyridinyl)methyl)-6-quinolinecarboxamide NC1=NC2=CC=C(C=C2C=C1C)C(=O)N(CC1=NC=C(C=C1)C(F)(F)F)C[C@@H](C)C1CC1